C1NCC12OCC(CC2)CN2CCCCC2 1-((5-oxa-2-azaspiro[3.5]nonan-7-yl)methyl)piperidin